(6-methylpyridazin-3-yl)methanamine hydrochloride salt Cl.CC1=CC=C(N=N1)CN